7-piperazin-1-yl-pyrido[2,3-b]pyrazin-8-one dihydrobromide Br.Br.N1(CCNCC1)C1C(C=2C(=NC=CN2)N=C1)=O